2,4,6-Tris(trifluoromethyl)-1,3,5-triazine FC(C1=NC(=NC(=N1)C(F)(F)F)C(F)(F)F)(F)F